(S)-N-(1-(6-(2-(difluoromethyl)-4-fluorophenyl)-5-fluoro-1-neopentyl-1H-indol-3-yl)-2,2-difluoroethyl)cyclopropanesulfonamide FC(C1=C(C=CC(=C1)F)C1=C(C=C2C(=CN(C2=C1)CC(C)(C)C)[C@@H](C(F)F)NS(=O)(=O)C1CC1)F)F